(R*)-(6,7-difluoro-2,2-dimethylchroman-4-yl)methanesulfonamide FC=1C=C2[C@@H](CC(OC2=CC1F)(C)C)CS(=O)(=O)N |o1:4|